2-chloro-thioxanthone ClC1=CC=2C(C3=CC=CC=C3SC2C=C1)=O